tert-Butyl 7-(acetoxymethyl)-5-(2-methylpyrimidin-5-yl)-1H-indazole-1-carboxylate C(C)(=O)OCC=1C=C(C=C2C=NN(C12)C(=O)OC(C)(C)C)C=1C=NC(=NC1)C